Trioctanoylglycerol CCCCCCCC(=O)OCC(COC(=O)CCCCCCC)OC(=O)CCCCCCC